N-(4-fluorophenyl)-1-(5-(2-methylpyrimidin-4-yl)-5,6,7,8-tetrahydro-1,5-naphthyridin-2-yl)cyclobutane-1-carboxamide FC1=CC=C(C=C1)NC(=O)C1(CCC1)C1=NC=2CCCN(C2C=C1)C1=NC(=NC=C1)C